CN1C(N(C2=C1C=C(C=C2)C#CCOCCCNC)C2C(NC(CC2)=O)=O)=O 3-[3-Methyl-5-[3-[3-(methylamino)propoxy]prop-1-ynyl]-2-oxo-benzimidazol-1-yl]piperidine-2,6-dione